OC1=CC=C(C=C1)\C(=C(/CC)\C1=CC=CC=C1)\C1=CC=C(C=C1)N1CCC(CC1)CN1CCN(CCC1)CCC=1C=C2CN(C(C2=CC1)=O)C1C(NC(CC1)=O)=O (E)-3-(5-(2-(4-((1-(4-(1-(4-hydroxyphenyl)-2-phenylbut-1-en-1-yl)phenyl)piperidin-4-yl)methyl)-1,4-diazepan-1-yl)ethyl)-1-oxoisoindolin-2-yl)piperidine-2,6-dione